OC=1C=CC(=NC1)C 5-hydroxy-2-methylpyridine